Adipylcarnitine C[N+](C)(C)C[C@@H](CC(=O)O)OC(=O)CCCCC(=O)O